2-(2,6-dioxo-3-piperidinyl)-5-[4-[[4-[2-[1-[4-[5-(1-methylcyclopropoxy)-1H-indazol-3-yl]-2-pyridinyl]azetidin-3-yl]ethyl]-1-piperidinyl]methyl]-1-piperidinyl]isoindoline-1,3-dione O=C1NC(CCC1N1C(C2=CC=C(C=C2C1=O)N1CCC(CC1)CN1CCC(CC1)CCC1CN(C1)C1=NC=CC(=C1)C1=NNC2=CC=C(C=C12)OC1(CC1)C)=O)=O